C(C)(C)(C)C1=CC=C(C=C1)[C@H](C)NC(=O)C1=CC=C2C(=C(N(C2=C1)C)C)CC1=CC=C(OC(C(=O)O)(C)C)C=C1 (S)-2-(4-((6-((1-(4-(tert-butyl)phenyl)ethyl)carbamoyl)-1,2-dimethyl-1H-indol-3-yl)methyl)phenoxy)-2-methylpropanoic acid